2-methyl-4-(2-methylbenzamido)-N-[(1s,4s)-4-{[6-chloro-2-(trifluoromethyl)quinolin-4-yl]amino}cyclohexyl]benzamide CC1=C(C(=O)NC2CCC(CC2)NC2=CC(=NC3=CC=C(C=C23)Cl)C(F)(F)F)C=CC(=C1)NC(C1=C(C=CC=C1)C)=O